4-methoxymethoxy-1-methylbutyllithium COCOCCCC(C)[Li]